(S)-N-(2-(3-amino-4,4-difluoropiperidin-1-yl)-4-(4-cyanopyridin-3-yl)phenyl)-1-(2,6-difluorophenyl)-6-oxo-1,6-dihydropyridazine-3-carboxamide N[C@H]1CN(CCC1(F)F)C1=C(C=CC(=C1)C=1C=NC=CC1C#N)NC(=O)C1=NN(C(C=C1)=O)C1=C(C=CC=C1F)F